BrC=1C=C(C=C(C1)C(F)(F)F)NC(C(F)(F)C1=C(C=C(C=C1)OC1=CC=NC2=CC(=C(C=C12)OC)OC)F)=O N-(3-bromo-5-(trifluoromethyl)phenyl)-2-(4-((6,7-dimethoxyquinolin-4-yl)oxy)-2-fluorophenyl)-2,2-difluoroacetamide